1-(4-bromo-3-(methoxymethoxy)phenyl)-2,2,2-trifluoroethane-1-ol BrC1=C(C=C(C=C1)C(C(F)(F)F)O)OCOC